C(C1=CC=CC=C1)NC=CC N-benzyl-propenyl-amine